O1N=CC=2CN(CCC21)CC2=C(C(=NC=C2)C=2C=C1CNC(C1=CC2)=O)F 5-(4-((6,7-dihydroisoxazolo[4,5-c]pyridin-5(4H)-yl)methyl)-3-fluoropyridin-2-yl)-1-oxoisoindolin